C(C)(=O)OCC[C@H](N)C(=O)O O-ACETYL-L-HOMOSERIN